2-(4-(chloromethyl)phenyl)-5-methyl-1,3-thiazole ClCC1=CC=C(C=C1)C=1SC(=CN1)C